CCCCCCCCCCCCCCC/C=C/C=C/C=C/C=C/C=C (3Z,6Z,9Z,12Z,15Z)-pentacosapentaene